C(C)(=O)OC1=CC=C(C=C1)COC1=C(C(=NC2=CC(=C(C=C12)Cl)OC)C)C1=CC=C(C=C1)OC1=CC=C(C=C1)OC(F)(F)F 4-((6-chloro-7-methoxy-2-methyl-3-(4-(4-(trifluoromethoxy) phenoxy)phenyl)quinolin-4-yloxy)methyl)phenyl acetate